(+)-N-(3-aminopropyl)-N,N-dimethyl-2,3-bis(cis-9-tetradecenyloxy)-1-propanaminium bromide [Br-].NCCC[N+](CC(COCCCCCCCC\C=C/CCCC)OCCCCCCCC\C=C/CCCC)(C)C